Methyl (Z)-2-((Z)-dodec-7-en-1-yl)-3-oxohexadec-11-enoate C(CCCCC\C=C/CCCC)C(C(=O)OC)C(CCCCCCC\C=C/CCCC)=O